C(C)(C)(C)N(C(O)=O)C=1SC(=NN1)C#CC(C)(C)O.C(C)(C)(C)C1(C=C)CC=C(C=C1)C(C)(C)C p-di(tert-butyl)styrene tert-butyl-(5-(3-hydroxy-3-methylbut-1-yn-1-yl)-1,3,4-thiadiazol-2-yl)carbamate